bis(((trifluoromethyl)sulfonyl)oxy)copper FC(S(=O)(=O)O[Cu]OS(=O)(=O)C(F)(F)F)(F)F